O1N=CC=C1C(=O)N isoxazole-5-carboxamide